N-(2-(2-aminoethoxy)ethyl)-4-(tert-butyl)aniline NCCOCCNC1=CC=C(C=C1)C(C)(C)C